Cl.FC1(CN[C@@H]2[C@H]1N(CC2)CCC(C#N)(C)C)F 4-((cis)-6,6-Difluorohexahydropyrrolo[3,2-b]pyrrol-1(2H)-yl)-2,2-dimethylbutanenitrile hydrochloride